CC(=CCC=C(C)C)C1CC=C(CC1)C 4-(1,5-dimethyl-1,4-hexadienyl)-1-methylcyclohexene